FC1=CC(=C(C=C1)NC(=O)C=1C(N(C2=CC=CC=C2C1O)CC(C)C)=O)N1CCN(CC1)C N-(4-fluoro-2-(4-methylpiperazin-1-yl)phenyl)-4-hydroxy-1-isobutyl-2-oxo-1,2-dihydroquinoline-3-carboxamide